NCCCC(=O)N(CCCCN(C(=O)C1=CC2=CC(=C(C(=C2C=C1C(=O)N(CC)CC)[N+](=O)[O-])O)O)CC)C N2-[4-[4-aminobutyryl-(methyl)amino]butyl]-N2,N3,N3-triethyl-6,7-dihydroxy-5-nitro-naphthalene-2,3-dicarboxamide